CCCCCC(=O)O n-HEXANOIC ACID